N-(3-chloro-2-methylphenyl)-2-(1-methylcyclopropyl)-6-({[2-(trifluoromethyl)phenyl]carbonyl}amino)-1H-benzimidazole-4-carboxamide mesylate salt S(C)(=O)(=O)O.ClC=1C(=C(C=CC1)NC(=O)C1=CC(=CC=2NC(=NC21)C2(CC2)C)NC(=O)C2=C(C=CC=C2)C(F)(F)F)C